(S)-2-(7-(3-ethylureido)dibenzo[b,d]thiophene-3-sulfonamido)-3-methyl-butanoic acid C(C)NC(NC1=CC2=C(C3=C(S2)C=C(C=C3)S(=O)(=O)N[C@H](C(=O)O)C(C)C)C=C1)=O